Methyl 5-cyano-3-fluoro-4-(7-fluoro-3-(methoxymethoxy)-8-((triisopropylsilyl)ethynyl)naphthalen-1-yl)-2-(methylamino)benzoate C(#N)C=1C(=C(C(=C(C(=O)OC)C1)NC)F)C1=CC(=CC2=CC=C(C(=C12)C#C[Si](C(C)C)(C(C)C)C(C)C)F)OCOC